N-{8-fluoro-2-methylimidazo[1,2-a]pyridin-6-yl}-2,3-dimethyl-8-(piperazin-1-yl)quinoxaline-5-carboxamide FC=1C=2N(C=C(C1)NC(=O)C=1C=3N=C(C(=NC3C(=CC1)N1CCNCC1)C)C)C=C(N2)C